C[Si]1(CCN(CC1)C1=C(C(=O)NC=2C(N(C=CC2)[C@H]2C[C@@H](CC2)C(F)(F)F)=O)C=CC(=C1)NS(=O)(=O)CCO)C 2-(4,4-dimethyl-1,4-azasilinan-1-yl)-4-((2-hydroxyethyl)sulfonamido)-N-(2-oxo-1-((1R,3R)-3-(trifluoromethyl)cyclopentyl)-1,2-dihydropyridin-3-yl)benzamide